2-bromo-4-fluoro-3-formylbenzonitrile BrC1=C(C#N)C=CC(=C1C=O)F